8-oxatricyclo[7.4.0.02,7]trideca-1(13),2,4,6,9,11-hexaen C=12C3=CC=CC=C3OC2=CC=CC1